C(C=C)C(C(=O)OCC1CO1)CC(=O)OCC1CO1 diglycidyl allylsuccinate